(3aR,6aS)-hexahydro-2H-pyrrolo[3,4-d]oxazol-2-one O1C(N[C@H]2[C@@H]1CNC2)=O